oct-5-yn CCCCC#CCC